C(CCCCC)C(C(=O)OCCCCCCN(CCN1CCN(CC1)CCN(CCCCCCOC(C(CCCCCCCC)CCCCCC)=O)CCCCCCOC(C(CCCCCCCC)CCCCCC)=O)CCCCCCOC(C(CCCCCCCC)CCCCCC)=O)CCCCCCCC ((piperazine-1,4-diylbis(ethane-2,1-diyl))bis(azanetriyl))tetrakis(hexane-6,1-diyl) tetrakis(2-hexyldecanoate)